benzyl 6-methyl-3-phenyl-1,2,4,5-tetrazine-1(4H)-carboxylate CC1=NNC(=NN1C(=O)OCC1=CC=CC=C1)C1=CC=CC=C1